(5-Ethyl-1,3-dioxan-5-yl)-Methylacrylat C(C)C1(COCOC1)C=C(C(=O)[O-])C